sodium 4-tert-butyl-3-hydroxy-2,6-dimethylbenzyl chloride C(C)(C)(C)C1=C(C(=C(CCl)C(=C1)C)C)O.[Na]